6-ethyl-3-(trifluoromethyl)-6,7,7a,8,10,11-hexahydropyrazino[1,2-a]pyrido[3,2-f][1,4]diazepin C(C)N1CC2N(C3=C(C1)C=C(C=N3)C(F)(F)F)CCNC2